2-[(2S)-1-[(2,3-difluorophenyl)methyl]-5-oxopyrrolidin-2-yl]-N-methyl-N-phenylacetamid FC1=C(C=CC=C1F)CN1[C@@H](CCC1=O)CC(=O)N(C1=CC=CC=C1)C